COC([C@@H](NC(\C=C\C1=CC(O)=C(O)C=C1)=O)CC1=CC=C(C=C1)O)=O N-caffeoyl-tyrosine methyl ester